7-({3-[(2S)-2-(4-chlorophenyl)-2-hydroxyethyl]-1,2,4-oxadiazol-5-yl}methyl)-tetrahydro-1H-pyrimido[4,3-c][1,4]oxazine-6,8-dione ClC1=CC=C(C=C1)[C@H](CC1=NOC(=N1)CN1C(N2C(COCC2)CC1=O)=O)O